1-isopropyl-2,3-dihydro-1H-pyrrolo[2,3-c]pyridine-5-carbohydrazide C(C)(C)N1CCC=2C1=CN=C(C2)C(=O)NN